BrC=1C=C(SC1)C(F)F 4-bromo-2-(difluoromethyl)thiophene